BrCC=1C=C(CP(OC)(OC)=O)C=CC1 dimethyl (3-(bromomethyl)benzyl)phosphonate